COC=1C2=C(SC1)C=CC=C2 3-methoxybenzo[B]thiophene